C(C)(C)(C)[C@@H](N)C(=O)O D-2-tert-butylglycine